1-methyl-piperidine-2,6-dione CN1C(CCCC1=O)=O